3-(2-imino-4-oxothiazolidin-3-yl)-4-isopropylbenzoic acid methyl ester COC(C1=CC(=C(C=C1)C(C)C)N1C(SCC1=O)=N)=O